4-(2-acryloyl-2,6-diazaspiro[3.4]octan-6-yl)-1-methyl-2-(5-methyl-1H-indazol-4-yl)-6-oxo-1,6-dihydropyridine-3-carbonitrile C(C=C)(=O)N1CC2(C1)CN(CC2)C=2C(=C(N(C(C2)=O)C)C2=C1C=NNC1=CC=C2C)C#N